C(=O)(O)[C@H](CC(=O)C1=CC2=C(S1)C(=C(C(=C2)OCCCOC2=C(C(=C1CN(CC1=C2)C(C[C@@H](C(=O)O)C)=O)F)OC)O)F)C (S)-4-(6-(3-((2-((S)-3-carboxybutanoyl)-7-fluoro-6-hydroxybenzo[b]thiophen-5-yl)oxy)propoxy)-4-fluoro-5-methoxyisoindolin-2-yl)-2-methyl-4-oxobutanoic acid